OC=1C=C(C=CC1O)C=CC(=O)O[C@@H]1C[C@@](C[C@@H]([C@H]1O)O)(C(=O)O)O |&1:17| (1S,3R,4R,SR)-3-[[3-(3,4-Dihydroxyphenyl)-1-oxo-2-propen-1-yl]oxy]-1,4,5-trihydroxy-cyclohexanecarboxylic acid